3-(5-(4-((1-(cyclopropanecarbonyl)-1,8-diazaspiro[4.5]decan-8-yl)methyl)-3-fluoropyridin-2-yl)-1-oxoisoindolin-2-yl)piperidine-2,6-dione C1(CC1)C(=O)N1CCCC12CCN(CC2)CC2=C(C(=NC=C2)C=2C=C1CN(C(C1=CC2)=O)C2C(NC(CC2)=O)=O)F